C(C)(C)(C)C1=C(C=C(C(=C1)NC1=NC=CC=N1)N)F 5-tert-butyl-4-fluoro-N1-(pyrimidin-2-yl)benzene-1,2-diamine